4,5-dichloro-2-(4-methoxybenzyl)pyridazin-3(2H)-one ClC=1C(N(N=CC1Cl)CC1=CC=C(C=C1)OC)=O